C(C)(C)(C)OC(=O)N1[C@@H](C(=C[C@H](C1)NOCC=C)C)C(N)=O (2s,5r)-5-((allyloxy)amino)-2-carbamoyl-3-methyl-5,6-dihydropyridine-1(2H)-carboxylic acid tert-butyl ester